(R)-(2-(2-fluoro-4-(2-oxa-6-azaspiro[3.3]heptan-6-yl)phenyl)-7-(2-methyl-2H-1,2,3-triazol-4-yl)pyrazolo[1,5-a]pyrimidin-5-yl)(1-methyl-3,4-dihydroisoquinolin-2(1H)-yl)methanone FC1=C(C=CC(=C1)N1CC2(COC2)C1)C1=NN2C(N=C(C=C2C2=NN(N=C2)C)C(=O)N2[C@@H](C3=CC=CC=C3CC2)C)=C1